BrC=1C(=C(NC=2C3=C(N=CN2)C=CC(=N3)N3[C@@H]2CN([C@H](C3)C2)C(C=C)=O)C=CC1)F 1-[(1S,4S)-5-[4-(3-bromo-2-fluoro-anilino)pyrido[3,2-d]pyrimidin-6-yl]-2,5-diazabicyclo[2.2.1]heptan-2-yl]prop-2-en-1-one